1-(1-naphthylcarbonyl)-aziridine C1(=CC=CC2=CC=CC=C12)C(=O)N1CC1